ClC1=C(C=C(C=C1)N1N=C(N=C1CN)C)F [1-(4-chloro-3-fluorophenyl)-3-methyl-1H-1,2,4-triazol-5-yl]methanamine